C(C1=CC=CC=C1)NCC(C)N N-Benzyl-1,2-propandi-amin